ClC1=CC=C(C(=N1)C(=O)O)N[C@H](C)C1=NC(=CC(=C1)C)N1C(OC[C@@H]1CC1=C(C(=CC=C1)C)F)=O 6-Chloro-3-(((R)-1-(6-((S)-4-(2-fluoro-3-methylbenzyl)-2-oxooxazolidin-3-yl)-4-methyl-pyridin-2-yl)ethyl)amino)picolinic acid